S1C(=CC=C1)[Si](C)(C)C 2-thienyl-trimethylsilane